N-((5-(4-amino-7-oxo-1-(1,1,1-trifluoropropan-2-yl)-6,7-dihydro-1H-pyrrolo[2,3-d]pyridazin-3-yl)pyridin-2-yl)methyl)-5-fluoro-2-methoxybenzamide NC=1C2=C(C(NN1)=O)N(C=C2C=2C=CC(=NC2)CNC(C2=C(C=CC(=C2)F)OC)=O)C(C(F)(F)F)C